FC(C(=O)O)(F)F.FC1=CC=C(C=C1)N1N=CC(=C1)C1=CC=C(C=C1)CN (4-(1-(4-fluorophenyl)-1H-pyrazol-4-yl)phenyl)methanamine trifluoroacetate